Cl.ClC=1C=C(C=CC1Cl)NC1N(C(=NC(=N1)N)N1CCCC1)C1=CC=CC=C1 N-(3,4-Dichlorophenyl)-N1-phenyl-6-pyrrolidin-1-yl-[1,3,5]triazine-2,4-diamine hydrochloride